Methyl 3,5-di-tert-butyl-4-hydroxyphenylpropionate C(C)(C)(C)C=1C=C(C=C(C1O)C(C)(C)C)C(C(=O)OC)C